(5-(3-((tert-butyldimethylsilyl)oxy)prop-1-yn-1-yl)-3-methyl-2-oxo-2,3-dihydro-1H-benzo[d]imidazol-1-yl)piperidine-2,6-dione [Si](C)(C)(C(C)(C)C)OCC#CC1=CC2=C(N(C(N2C)=O)N2C(CCCC2=O)=O)C=C1